2,3-dihydro-1,3-benzoxazol O1CNC2=C1C=CC=C2